[C@H]1([C@@H](O)[C@@H](O)[C@H](O)[C@H](O1)CO)OC1=C(C=C(C=C1)C1=CC(=CC=C1)C)C(=O)O 4-(α-D-mannopyranosyloxy)-3'-methyl-1,1'-biphenyl-3-carboxylic acid